5-(2-(2-chloro-5-cyanophenyl)-5,7-difluoro-4-oxo-1,4-dihydroquinolin-6-yl)-2-(trifluoromethyl)benzoic acid ClC1=C(C=C(C=C1)C#N)C=1NC2=CC(=C(C(=C2C(C1)=O)F)C=1C=CC(=C(C(=O)O)C1)C(F)(F)F)F